NC1=NC2=CC(=CC=C2C=C1Br)OC[C@@H]1[C@]([C@H]([C@@H](O1)N1C=CC2=C1N=CN=C2NC(C2=CC=CC=C2)=O)O)(O)C#C N-(7-((2R,3R,4S,5R)-5-(((2-amino-3-bromoquinolin-7-yl)oxy)methyl)-4-ethynyl-3,4-dihydroxytetrahydrofuran-2-yl)-7H-pyrrolo[2,3-d]pyrimidin-4-yl)benzamide